C(C)(C)(C)C=1C=CC(=C(C1)C1CC2(C1)CCN(CC2)C(=O)OC(C)(C)C)F tert-Butyl 2-(5-(tert-butyl)-2-fluorophenyl)-7-azaspiro[3.5]nonane-7-carboxylate